C(CCC)N(C)CC=1C=C(C(=O)NCC(C2=CC=CC=C2)=O)C=CC1 3-((butyl-(methyl)amino)methyl)-N-(2-oxo-2-phenylethyl)benzamide